ClC=1C=C(C=CC1)C(CO)NC(=O)C1=CN(C=C1)C1=NC(=NC=C1C)NC1=CC2=C(OCCO2)C=C1 N-(1-(3-chlorophenyl)-2-hydroxyethyl)-1-(2-((2,3-dihydro-benzo[b][1,4]dioxin-6-yl)amino)-5-methylpyrimidin-4-yl)-1H-pyrrole-3-carboxamide